ClC1=C(C=C(C(=C1)F)N1C(N(C(=CC1=O)C(F)(F)F)C)=O)C1=NOC2(C1CCC2)C(=O)O 3-{2-Chloro-4-fluoro-5-[3-methyl-2,6-dioxo-4-(trifluoromethyl)-3,6-dihydropyrimidin-1(2H)-yl]phenyl}-3a,4,5,6-tetrahydro-6aH-cyclopenta[d][1,2]oxazol-6a-carboxylic acid